(S)-tert-butyl 3-ethylpiperazine-1-carboxylate C(C)[C@H]1CN(CCN1)C(=O)OC(C)(C)C